Methyl (((3-aminoadamantan-1-yl)oxy)carbonyl)glycinate NC12CC3(CC(CC(C1)C3)C2)OC(=O)NCC(=O)OC